C1(CCCC1)N1C(CN(C=2C(N[C@](NC12)(N)NC1=C(C=C(C=C1)S(=O)(=O)CCN1CCCC1)OC)=O)C)CC (R)-8-cyclopentyl-7-ethyl-2-[4-[2-(pyrrolidin-1-yl)ethylsulfonyl]-2-methoxyphenylamino]-5-methyl-7,8-dihydropterin